2-(tert-butyl)-4,7-dichlorofuro[2,3-d]pyridazine C(C)(C)(C)C1=CC=2C(=C(N=NC2Cl)Cl)O1